[C@@]12(C(C[C@H](CC1)C2(C)C)=O)C (1S,4S)-bornan-2-one